P(=O)(OC[C@@H]1O[C@H](CC1)N1C(NC(C(=C1)C)=O)=O)(OCCCC)O.[Co] cobalt ((2R,3S,5R)-5-(5-methyl-2,4-dioxopyrimidin-1(2H)-yl)-tetrahydrofuran-2-yl)-methyl butyl hydrogen phosphate